FC1(CC(C1)OC(CCO)O)F (3,3-Difluorocyclobutoxy)propane-1,3-diol